1-[4-(benzylamino)-1-methyl-pyrrolo[2,3-b]pyridin-6-yl]-2-methyl-indole-4-carbonitrile C(C1=CC=CC=C1)NC1=C2C(=NC(=C1)N1C(=CC=3C(=CC=CC13)C#N)C)N(C=C2)C